methyl 3-hydroxy-1,3-dimethyl-2-oxoindoline-6-carboxylate OC1(C(N(C2=CC(=CC=C12)C(=O)OC)C)=O)C